neopentyl (((6-hydroxy-5'-methyl-4-pentyl-2'-(prop-1-en-2-yl)-1',2',3',4'-tetrahydro-[1,1'-biphenyl]-2-yl)oxy)(methyl)phosphoryl)-L-alaninate OC1=CC(=CC(=C1C1C(CCC(=C1)C)C(=C)C)OP(=O)(C)N[C@@H](C)C(=O)OCC(C)(C)C)CCCCC